5-[3-benzyloxy-1-fluoro-6-[3-(hydroxymethyl)pyrazol-1-yl]-2-naphthyl]-1,1-dioxo-1,2,5-thiadiazolidin-3-one C(C1=CC=CC=C1)OC=1C(=C(C2=CC=C(C=C2C1)N1N=C(C=C1)CO)F)N1CC(NS1(=O)=O)=O